C(C)(C)(C)OC(=O)N[C@H](CC1=CN(C2=CC=CC=C12)C)C(=O)N[C@@H](C(C)C)C(=O)OC(C)(C)C tert-butyl Nα-(tert-butoxycarbonyl)-1-methyl-D-tryptophyl-L-valinate